C1(CCC1)N1C(=NC=2C(=NC=3C=C(C=CC3C21)C2=CC=NN2)N)CN2CC(C2)OC 1-cyclobutyl-2-[(3-methoxyazetidin-1-yl)methyl]-7-(1H-pyrazol-5-yl)-1H-imidazo[4,5-c]quinolin-4-amine